N-(2-(2-hydroxy-ethyl)benzyl)-1-(5-methyl-2-((tetrahydro-2H-pyran-4-yl)amino)pyrimidin-4-yl)-1H-imidazole-4-carboxamide OCCC1=C(CNC(=O)C=2N=CN(C2)C2=NC(=NC=C2C)NC2CCOCC2)C=CC=C1